bis(3,4-dicarboxycyclohexyl) ether C(=O)(O)C1CC(CCC1C(=O)O)OC1CC(C(CC1)C(=O)O)C(=O)O